amyl perbenzoate C1=CC=CC=C1C(=O)OOCCCCC